C=1(C=CCCC1)C1=NC2=CC=CC=C2C(=C1)C(=O)O 5H-2-phenylquinoline-4-carboxylic acid